1-chloro-N-[(1R,2R)-2-triisopropylsilyloxycyclohexyl]pyrido[3,4-d]pyridazin-4-amine ClC1=C2C(=C(N=N1)N[C@H]1[C@@H](CCCC1)O[Si](C(C)C)(C(C)C)C(C)C)C=NC=C2